N-(5-cyclobutyl-1H-pyrazol-3-yl)-2-(4,4-difluoropiperidin-1-yl)-6-methoxy-7-(3-(pyrrolidin-1-yl)propoxy)quinazolin-4-amine C1(CCC1)C1=CC(=NN1)NC1=NC(=NC2=CC(=C(C=C12)OC)OCCCN1CCCC1)N1CCC(CC1)(F)F